CC=1C=C(C=C2C(N(C(=NC12)C=1C=C2C(=CN1)SC=C2)COCC[Si](C)(C)C)=O)CN2CCOCC2 8-methyl-6-(morpholinomethyl)-2-thieno[2,3-c]pyridin-5-yl-3-(2-trimethylsilylethoxymethyl)quinazolin-4-one